29-hydroxynonacosyl docos-13-enoate C(CCCCCCCCCCCC=CCCCCCCCC)(=O)OCCCCCCCCCCCCCCCCCCCCCCCCCCCCCO